C(C)N(CCOCCO)CC 2-(2-Diethylaminoethoxy)ethanol